N-(5-cyclopropyl-1H-pyrazol-3-yl)-2-(6-morpholinopyridin-3-yl)quinazolin-4-amine C1(CC1)C1=CC(=NN1)NC1=NC(=NC2=CC=CC=C12)C=1C=NC(=CC1)N1CCOCC1